tert-butyl 4-[5-(2,8-dimethylimidazo[1,2-b]pyridazin-6-yl)indazol-2-yl]piperidine-1-carboxylate CC=1N=C2N(N=C(C=C2C)C2=CC3=CN(N=C3C=C2)C2CCN(CC2)C(=O)OC(C)(C)C)C1